2,2'-(2,2'-dichloro-[1,1'-biphenyl]-3,3'-diyl)bis(5-(2-(2-(2-hydroxyethyl)pyrrolidin-1-yl)ethyl)-6-methylpyrazolo[1,5-a]pyrazin-4(5H)-one) ClC1=C(C=CC=C1C1=NN2C(C(N(C(=C2)C)CCN2C(CCC2)CCO)=O)=C1)C1=C(C(=CC=C1)C1=NN2C(C(N(C(=C2)C)CCN2C(CCC2)CCO)=O)=C1)Cl